O=C1NC(CCC1OC=1C=C(C(=C(C1)C#CCNC(C1=NC=C(C=C1)C=1N=CC2=C(C=CC=C2C1)C1=CC2=C(N(C(N2C)=O)C)C(=C1)C(C)C)=O)C)C)=O N-(3-(5-((2,6-Dioxopiperidin-3-yl)oxy)-2,3-dimethylphenyl)prop-2-yn-1-yl)-5-(8-(7-isopropyl-1,3-dimethyl-2-oxo-2,3-dihydro-1H-benzo[d]imidazol-5-yl)isoquinolin-3-yl)picolinamide